FC1=C(C=CC(=C1)O[C@H]1[C@H](CCC1)NS(=O)(=O)C(C)C)C1=CC=C(C=C1)CCNS(=O)(=O)C N-{(1S,2R)-2-[(2-fluoro-4'-{2-[(methyl-sulfonyl)amino]ethyl}biphenyl-4-yl)oxy]cyclopentyl}propane-2-sulfonamide